FC=1C=C(C(=NC1)OC)C=1NCCC1 (R)-2-(5-fluoro-2-methoxypyridin-3-yl)pyrroline